(1R,2S,5S)-3-(2-bromoacetyl)-3-azabicyclo[3.1.0]hexane-2-carbonitrile BrCC(=O)N1[C@@H]([C@@H]2C[C@@H]2C1)C#N